BrC=1C(=NC(=NC1)NC)C 5-bromo-N,4-dimethyl-pyrimidin-2-amine